COC(CC)(C)C 3-methoxy-3-methylbutan